[Na].[PH2](OC(C1=C(C(=C(C=C1C)C)C1=CC=CC=C1)C)=O)=O phenyl-2,4,6-trimethylbenzoyl phosphinate sodium